6-(8-amino-5,6,7,8-tetrahydroisoquinolin-4-yl)-1-(methyl-d3)-1,4-dihydro-2H-benzo[d][1,3]oxazin-2-one NC1CCCC=2C(=CN=CC12)C1=CC2=C(N(C(OC2)=O)C([2H])([2H])[2H])C=C1